2-({[5-(Difluoromethyl)-3-ethylimidazol-4-yl]methyl}sulfanyl)-3H,5H,6H,7H-cyclopenta[d]pyrimidin-4-one trifluoroacetate salt FC(C(=O)O)(F)F.FC(C1=C(N(C=N1)CC)CSC=1NC(C2=C(N1)CCC2)=O)F